6-[[4-(2,2,2-trifluoroethyl)pyrazol-1-yl]methyl]-2-azaspiro[3.3]heptane FC(CC=1C=NN(C1)CC1CC2(CNC2)C1)(F)F